ClC1=C(C(=NC(=N1)SC)N(C1=NN(C(=C1)C)C1OCCCC1)CC1=CC=C(C=C1)OC)C1CC1 6-chloro-5-cyclopropyl-N-(4-methoxybenzyl)-N-(5-methyl-1-(tetrahydro-2H-pyran-2-yl)-1H-pyrazol-3-yl)-2-(methylthio)pyrimidin-4-amine